N-(4-(2-chlorophenyl)thiazol-2-yl)-4-(tetrahydro-2H-pyran-4-yl)benzamide ClC1=C(C=CC=C1)C=1N=C(SC1)NC(C1=CC=C(C=C1)C1CCOCC1)=O